O1C(=NC=C1)C=1SC(=C(N1)C1=CC=CC=C1)N (oxazol-2-yl)-4-phenylthiazol-5-amine